BrC=1N=C2C(=NC1)N=C(S2)NC(=O)C=2C=NC(=CC2C2=C(C=CC(=C2)Cl)OC)C N-(6-bromothiazolo[4,5-b]pyrazin-2-yl)-4-(5-chloro-2-methoxy-phenyl)-6-methyl-pyridine-3-carboxamide